(2R,3S,4S)-4-hydroxy-2-[(4-methoxyphenyl)methyl]pyrrolidin-3-yl 2-(azetidin-3-yl)acetate N1CC(C1)CC(=O)O[C@H]1[C@H](NC[C@@H]1O)CC1=CC=C(C=C1)OC